ClC1=NC(=NC=C1)S(=O)(=O)C 4-Chloro-2-(methylsulfonyl)pyrimidine